((3-chloro-4-ethynylphenoxy)methyl)-5-cyclopropyl-3-(2-(trifluoromethyl)phenyl)isoxazole ClC=1C=C(OCC=2C(=NOC2C2CC2)C2=C(C=CC=C2)C(F)(F)F)C=CC1C#C